ethyl-2-(3,4-dimethylphenyl)-5,7-dimethyl-4,6,8-trioxo-5,7-diazaspiro[2.5]octane-1-carboxylate C(C)OC(=O)C1C(C12C(N(C(N(C2=O)C)=O)C)=O)C2=CC(=C(C=C2)C)C